BrC1=CC=C2C(=CC=[N+](C2=C1)[O-])OCCC1=CSC=C1 7-bromo-4-(2-(thiophen-3-yl)ethoxy)quinoline 1-oxide